4-(4-bromobenzyl)-3-ethyl-1H-pyrazol-5-amine BrC1=CC=C(CC=2C(=NNC2N)CC)C=C1